C(C)(C)C1=C(C(=CC=C1)C(C)C)NC(C)=O N-(2,6-diisopropylphenyl)acetamide